1-(fluorosulfonyl)-3-methyl-2-(4-trifluoromethylphenyl)-1H-benzimidazole trifluoromethanesulfonate FC(S(=O)(=O)O)(F)F.FS(=O)(=O)N1C(N(C2=C1C=CC=C2)C)C2=CC=C(C=C2)C(F)(F)F